perfluoro(2-n-butyltetrahydropyran) FC1(OC(C(C(C1(F)F)(F)F)(F)F)(F)F)C(C(C(C(F)(F)F)(F)F)(F)F)(F)F